C1(CC1)C1=CC=CC=2C=3N(C(=NC12)N[C@H]1C(NCCNC1)=O)N=C(N3)C=3C=NN(C3)C(C)C (6R)-6-({7-cyclopropyl-2-[1-(prop-2-yl)-1H-pyrazol-4-yl][1,2,4]triazolo[1,5-c]quinazolin-5-yl}amino)-1,4-diazepan-5-one